4-[3-(p-toluenesulfonyl)propyloxy]salicylic acid CC1=CC=C(C=C1)S(=O)(=O)CCCOC=1C=C(C(C(=O)O)=CC1)O